((S)-6-(5-(3-cis-(trifluoromethoxy)cyclobutyl)-1,3,4-oxadiazol-2-yl)tetrahydro-2H-pyran-3-yl)chroman-2-carboxamide FC(OC1(CCC1)C1=NN=C(O1)C1CC[C@@H](CO1)C1(OC2=CC=CC=C2CC1)C(=O)N)(F)F